S-[2-(1,3-dihydro-2H-isoindol-2-yl)-2-oxoethyl] ethanethioate C(C)(SCC(=O)N1CC2=CC=CC=C2C1)=O